C(C)(=O)C1=C(C(=NC(=C1C)NC1=NNC(=C1)C)CC1(CCN(CC1)CC1=C(C(=CC=C1)Cl)F)C(=O)O)C 4-((4-acetyl-3,5-dimethyl-6-((5-methyl-1H-pyrazol-3-yl)amino)-pyridin-2-yl)methyl)-1-(3-chloro-2-fluorobenzyl)piperidine-4-carboxylic acid